5-{2-amino-[1,2,4]triazolo[1,5-a]pyridin-7-yl}-N-{[3-(cyclopropylmethoxy)pyridin-2-yl]methyl}-2-methoxy-6-methylpyridine-3-carboxamide NC1=NN2C(C=C(C=C2)C=2C=C(C(=NC2C)OC)C(=O)NCC2=NC=CC=C2OCC2CC2)=N1